C(C)(=O)O[C@@H]1[C@H]2[C@@]34CCN(C([C@@H]3C=C1)CC1=CC=C(C(=C14)O2)OC(C)=O)CCCCNC(=O)OC(C)(C)C (4aR,7S,7aR,12bS)-3-(4-((tert-butoxycarbonyl)amino)butyl)-2,3,4,4a,7,7a-hexahydro-1H-4,12-methanobenzofuro[3,2-e]isoquinoline-7,9-diyl diacetate